tertbutyl-(2S)-4-oxo-2-(3-thiazolidinylcarbonyl)-1-pyrrolidinecarboxylic acid C(C)(C)(C)[C@]1(N(CC(C1)=O)C(=O)O)C(=O)N1CSCC1